4-(2-chloro-6-fluorobenzyl)-3-oxo-3,4-dihydro-2H-benzo[b][1,4]Thiazine-6-carbonitrile ClC1=C(CN2C3=C(SCC2=O)C=CC(=C3)C#N)C(=CC=C1)F